[Ti].[Fe].[Ni] nickel iron-titanium